C(#C)C1=CC(N(C=2N=C(N=CC21)NC2=C(C=CC=C2)OC)C2=CC=CC=C2)=O 5-ethynyl-2-[(2-methoxyphenyl)amino]-8-phenylpyrido[2,3-d]pyrimidin-7-one